(S)-1-aminopropan-2-yl-4-(5-(3-((2-(4-ethoxy-4-oxobutanoyl)-4-fluoro-6-methoxybenzo[b]thiophen-5-yl)oxy)propoxy)-4-fluoro-6-methoxyisoindolin-2-yl)-4-oxobutanoate hydrochloride Cl.NC[C@H](C)OC(CCC(=O)N1CC2=CC(=C(C(=C2C1)F)OCCCOC1=C(C2=C(SC(=C2)C(CCC(=O)OCC)=O)C=C1OC)F)OC)=O